(S,E)-3-(6-Bromopyridin-2-yl)-2-cyano-N-(1-phenylethyl)acrylamide C[C@@H](C1=CC=CC=C1)NC(=O)/C(=C/C2=NC(=CC=C2)Br)/C#N